FC=1C=C(C=CC1F)[As](O)(O)=O 3,4-difluorophenylarsonic acid